2-(4-(4-(tert-butoxycarbonyl)piperazin-1-yl)piperidin-1-yl)-4-methoxybenzoic acid C(C)(C)(C)OC(=O)N1CCN(CC1)C1CCN(CC1)C1=C(C(=O)O)C=CC(=C1)OC